3-(2-(2-Chloro-5-isopropyl-8-oxothieno[2',3':4,5]pyrrolo[1,2-d][1,2,4]triazin-7(8H)-yl)acetamido)bicyclo[1.1.1]pentan ClC1=CC2=C(C=C3N2C(=NN(C3=O)CC(=O)NC32CC(C3)C2)C(C)C)S1